C(C)(C)[Si](OC=1C2=CC(=CC=C2C=2C=CC(=CC2C1O[Si](C(C)C)(C(C)C)C(C)C)C(=O)[O-])C(=O)[O-])(C(C)C)C(C)C 9,10-bis(triisopropylsilyloxy)phenanthrene-2,7-dicarboxylate